Bis(2,4-di-tert-butyl-6-methylphenyl)-methylphosphit C(C)(C)(C)C1=C(C(=CC(=C1)C(C)(C)C)C)C(P([O-])([O-])[O-])C1=C(C=C(C=C1C)C(C)(C)C)C(C)(C)C